2,4-dinitrodiazophenol [N+](=O)([O-])C1C(=CC=C(C1=[N+]=[N-])[N+](=O)[O-])O